Glycerol Tri-Heptanoate C(CCCCCC)(=O)OCC(OC(CCCCCC)=O)COC(CCCCCC)=O